ClC1=C(C=C(C=N1)N1CCOC2=C1C=C(C=C2)O[C@@H]2CN(CC2)C(=O)C2CCS(CC2)(=O)=O)OC {(S)-3-[4-(6-chloro-5-methoxy-pyridin-3-yl)-3,4-dihydro-2H-benzo[1,4]oxazin-6-yloxy]-pyrrolidin-1-yl}-(1,1-dioxo-hexahydro-1lambda*6*-thiopyran-4-yl)-methanone